BrC1=CC=C(C=C1)N1C(N=C(N=C1C1=CC=CC=C1)C1=CC=CC=C1)=O 1-(4-Bromophenyl)-4,6-diphenyl-1,3,5-triazin-2-on